[O-]S(=O)(=O)C(F)(F)F.COC1=NC=2C3C(C(CC2C(=N1)C=CC=1C=[N+](C2=CC=CC=C2C1)C)C3)(C)C 3-(2-(2-methoxy-7,7-dimethyl-5,6,7,8-tetrahydro-6,8-methanoquinazolin-4-yl)vinyl)-1-methylquinolin-1-ium triflate